ClC1=NC(=CC(=C1)OC1CC(C1)(F)F)C1(COCC1)OC 2-chloro-4-(3,3-difluorocyclobutoxy)-6-(3-methoxytetrahydrofuran-3-yl)pyridine